1-hydroxypyrene OC1=CC=C2C=CC3=CC=CC4=CC=C1C2=C34